N-(3-Fluorobenzyl)-2,4-dihydroxy-5-isopropylbenzamide FC=1C=C(CNC(C2=C(C=C(C(=C2)C(C)C)O)O)=O)C=CC1